N-((4,4-difluorocyclohexyl)methyl)-5-(1-methyl-1H-benzo[d][1,2,3]triazol-6-yl)-7H-pyrrolo[2,3-d]pyrimidin-2-amine FC1(CCC(CC1)CNC=1N=CC2=C(N1)NC=C2C=2C=CC1=C(N(N=N1)C)C2)F